2-ETHYLPYRIDINE-3-BORONIC ACID C(C)C1=NC=CC=C1B(O)O